tert-butyl 4-[1-[4-[3-(2,6-dibenzyloxy-3-pyridyl)-5,7-difluoro-1-methyl-indazol-6-yl]-3,6-dihydro-2H-pyridin-1-yl]ethyl]piperidine-1-carboxylate C(C1=CC=CC=C1)OC1=NC(=CC=C1C1=NN(C2=C(C(=C(C=C12)F)C=1CCN(CC1)C(C)C1CCN(CC1)C(=O)OC(C)(C)C)F)C)OCC1=CC=CC=C1